C(C)(=O)NCC#CC1=C(C(=O)OC)C=CC(=C1)NC(CCCNC(C[C@H]1C=2N(C3=C(C(=N1)C1=CC=C(C=C1)Cl)C(=C(S3)C)C)C(=NN2)C)=O)=O methyl (S)-2-(3-acetamidoprop-1-yn-1-yl)-4-(4-(2-(4-(4-chlorophenyl)-2,3,9-trimethyl-6H-thieno[3,2-f][1,2,4]triazolo[4,3-a][1,4]diazepin-6-yl)acetamido)butanamido)benzoate